C(C)(C)(C)C1[C@](N(CC[C@@]1(C(=O)O)CC1=NC(=C(C(=C1)CC)F)Cl)C(=O)O)(C)C(C)(C)C di-tert-butyl-(2R,4R)-4-((6-chloro-4-ethyl-5-fluoropyridin-2-yl)methyl)-2-methylpiperidine-1,4-dicarboxylic acid